9-(N-decyl-4-(dimethylamino)butyrylamino)-2,2-difluorooctadecanoic acid 3-pentyloxy ester CCC(CC)OOC(C(CCCCCCC(CCCCCCCCC)N(CCCCCCCCCC)C(CCCN(C)C)=O)(F)F)=O